(S)-2-((tert-Butoxycarbonyl)amino)-5-(4-hydroxyphenyl)pentanoic acid C(C)(C)(C)OC(=O)N[C@H](C(=O)O)CCCC1=CC=C(C=C1)O